N-ethoxy-2H-pyrazole C(C)ON1NCC=C1